3-(((7-(2-aminopyrimidin-4-yl)-2,3-dihydrofuro[3,2-c]pyridin-4-yl)amino)methyl)-N-((1R,2S)-2-fluorocyclopropyl)benzamide NC1=NC=CC(=N1)C=1C2=C(C(=NC1)NCC=1C=C(C(=O)N[C@H]3[C@H](C3)F)C=CC1)CCO2